CN1N=CC(=C1C(=O)OC)B1OC(C(O1)(C)C)(C)C Methyl 1-methyl-4-(4,4,5,5-tetramethyl-1,3,2-dioxaborolan-2-yl)-1H-pyrazole-5-carboxylate